tert-butyl 6-[(10S)-4-(2-hydroxyphenyl)-1,5,6,8,12-pentazatricyclo[8.4.0.02,7]tetradeca-2,4,6-trien-12-yl]-2-azaspiro[3.3]heptane-2-carboxylate OC1=C(C=CC=C1)C=1C=C2N3CCN(C[C@@H]3CNC2=NN1)C1CC2(CN(C2)C(=O)OC(C)(C)C)C1